O1CCN(CC1)CC1=C(NC=2CCCCC12)C=C1C(NC2=CC=C(C=C12)S(=O)(=O)CC)=O 3-[3-(Morpholinomethyl)-4,5,6,7-tetrahydro-1H-indole-2-ylmethylene]-5-(ethylsulfonyl)-2,3-dihydro-1H-indole-2-one